(S)-4-(2-(3-fluoro-4-methoxyphenyl)-5-(piperidin-3-ylamino)-1H-indol-1-yl)benzonitrile FC=1C=C(C=CC1OC)C=1N(C2=CC=C(C=C2C1)N[C@@H]1CNCCC1)C1=CC=C(C#N)C=C1